dodecenyl methacrylate C(C(=C)C)(=O)OC=CCCCCCCCCCC